FC(C(=O)NCC#CC=1C(=NC(N([C@H]2C[C@H](OCSC)[C@@H](COC(C3=CC=CC=C3)(C3=CC=CC=C3)C3=CC=CC=C3)O2)C1)=O)N)(F)F 5-[3-(trifluoroacetylamino)propynyl]-5'-O-trityl-3'-O-methylthiomethyl-2'-deoxycytidine